2-(4-nitrobenzyl)-1,4,7-triazonane [N+](=O)([O-])C1=CC=C(CC2NCCNCCNC2)C=C1